C=CC1=CC=C(C=C1)S(=O)(=O)[O-].[K+] p-styrenesulfonic acid potassium salt